(4aS,5aR)-N-(1-((S)-azetidin-3-yl(phenyl)methyl)-1H-pyrazol-4-yl)-5,5-difluoro-5a-methyl-1,4,4a,5,5a,6-hexahydrocyclopropa[f]indazole-3-carboxamide N1CC(C1)[C@H](N1N=CC(=C1)NC(=O)C1=NNC=2C[C@@]3([C@H](CC12)C3(F)F)C)C3=CC=CC=C3